C(C=C)(=O)N1CCN(CC1)C1(CCOCC1)C1=CC=C(C=C1)[C@H](C)NC=1N=C(C2=C(N(C(OC2)=O)C(C)C)N1)N 7-{[(1S)-1-{4-[4-(4-acryloylpiperazin-1-yl)tetrahydro-2H-pyran-4-yl]phenyl}ethyl]amino}-5-amino-1-(propan-2-yl)-1,4-dihydro-2H-pyrimido[4,5-d][1,3]oxazin-2-one